3-chloro-5-(pentafluoroethyl)benzoic acid ClC=1C=C(C(=O)O)C=C(C1)C(C(F)(F)F)(F)F